Cl.CC1=NC2=CC=CC=C2C(=N1)OCCCN1CCC(CC1)(O)C(F)(F)F 1-(3-((2-Methylquinazolin-4-yl)oxy)propyl)-4-(trifluoromethyl)piperidin-4-ol hydrochloride